2-(benzyloxy)-4-[bis[4-[(tert-butyldiphenylsilyl)oxy]benzyl]amino]benzaldehyde C(C1=CC=CC=C1)OC1=C(C=O)C=CC(=C1)N(CC1=CC=C(C=C1)O[Si](C1=CC=CC=C1)(C1=CC=CC=C1)C(C)(C)C)CC1=CC=C(C=C1)O[Si](C1=CC=CC=C1)(C1=CC=CC=C1)C(C)(C)C